C(#N)C1=CC(=C2N=CC(=NC2=C1)OC)C=1SC2=C(N1)C=C(C(=C2)O[C@H]([C@@H](C)N(C(O)=O)C=2C=NC(=CC2)C)C)F.S(=O)(=O)(C2=CC=C(C)C=C2)N2C=C(C1=CC=CC=C21)CCNC(C)=O N-(2-(1-tosyl-1H-indol-3-yl)ethyl)acetamide (2R,3S)-3-((2-(7-cyano-2-methoxyquinoxalin-5-yl)-5-fluorobenzo[d]thiazol-6-yl)oxy)butan-2-yl-(6-methylpyridin-3-yl)carbamate